(4,4-difluoropiperidin-1-yl)-2-methylquinolin-6-amine FC1(CCN(CC1)C=1C(=NC2=CC=C(C=C2C1)N)C)F